C(C)N1N=C(C(=C1)F)[S@@](=O)(N)=NC(NC1=C2C(=NC(=C1C)C(F)(F)F)CCC2)=O |o1:8| (R) or (S)-1-ethyl-4-fluoro-N'-((3-methyl-2-(trifluoromethyl)-6,7-dihydro-5H-cyclopenta[b]pyridin-4-yl)carbamoyl)-1H-pyrazole-3-sulfonimidamide